ClC=1C=CC(=C2C3(NC(NC12)=O)CCCCC3)OC3=C(OCC(=O)O)C=CC=C3 {2-[(8'-chloro-2'-oxo-2',3'-dihydro-1'H-spiro[cyclohexane-1,4'-quinazolin]-5'-yl)oxy]phenoxy}acetic acid